9-(3,3-Dimethylbutyl)-2-((6-(trifluoromethyl)pyridin-3-yl)sulfonyl)-2,9-diazaspiro[5.5]undecane CC(CCN1CCC2(CCCN(C2)S(=O)(=O)C=2C=NC(=CC2)C(F)(F)F)CC1)(C)C